(1r,2s,5s)-N-(4-amino-1-cyclopropyl-3,4-dioxobutan-2-yl)-3-(isobutyryl-L-valyl)-6,6-dimethyl-3-azabicyclo[3.1.0]hexane-2-carboxamide NC(C(C(CC1CC1)NC(=O)[C@@H]1[C@H]2C([C@H]2CN1C([C@@H](NC(C(C)C)=O)C(C)C)=O)(C)C)=O)=O